FC=1C=C(CC=2C=NN(C2)C(=O)N[C@@H]2C(N(C3=C(OC2)C=CC(=C3)OCCN3CCC(CC3)(C)O)C)=O)C=CC1 (S)-4-(3-Fluorobenzyl)-N-(7-(2-(4-hydroxy-4-methylpiperidin-1-yl)ethoxy)-5-methyl-4-oxo-2,3,4,5-tetrahydrobenzo[b][1,4]oxazepin-3-yl)-1H-pyrazole-1-carboxamide